BrC=1C2=C(C(N(C1)C)=O)N(C=C2)S(=O)(=O)C2=CC=C(C)C=C2 4-bromo-6-methyl-1-p-toluenesulfonyl-1H-pyrrolo[2,3-C]pyridin-7(6H)-one